C(C)(C)(C)OC(N[C@@H](CC=C)C1=CC(=CC(=C1)C1=C(C=NN1C(F)F)NC([C@@H](C=C)C)=O)C(N)=O)=O N-[(1S)-1-{3-carbamoyl-5-[1-(difluoromethyl)-4-[(2R)-2-methylbut-3-eneamido]-1H-pyrazol-5-yl]phenyl}but-3-en-1-yl]carbamic acid tert-butyl ester